(R)-N-((6-cyanopyridin-3-yl)methyl)-5-hydroxy-2-(3-(hydroxymethyl)-4-methylpiperazin-1-yl)-1,7-naphthyridine-6-carboxamide C(#N)C1=CC=C(C=N1)CNC(=O)C=1C(=C2C=CC(=NC2=CN1)N1C[C@@H](N(CC1)C)CO)O